C(C)C1=NC(=NO1)C=1C=C2CCC(C2=CC1)C(=O)NC1=CC=NN1C 5-(5-Ethyl-1,2,4-oxadiazol-3-yl)-N-(1-methyl-1H-pyrazol-5-yl)-2,3-dihydro-1H-inden-1-carboxamid